C(C)(C)(C)C(C1=CC=CC=C1)O tertiary butyl-hydroxytoluene